The molecule is an EpETE that is (5Z,9Z,11Z,14Z)-icosatetraenoic acid in which the epoxide function is located across positions 8 and 9. It is a conjugate acid of a (5Z,8R,9Z,11Z,14Z)-8,9-epoxyicosatetraenoate. CCCCC/C=C\\C/C=C\\C=C/1\\[C@H](O1)C/C=C\\CCCC(=O)O